[2-(aminomethyl)-3,3-difluoro-allyl]-4-[[5-[6-(dimethylamino)-3-pyridinyl]-3-methyl-2-thienyl]methyl]-1,2,4-triazol-3-one trifluoroacetate salt FC(C(=O)O)(F)F.NCC(CC=1N(C(NN1)=O)CC=1SC(=CC1C)C=1C=NC(=CC1)N(C)C)=C(F)F